pentafluoro-phenylalanine FC([C@](N(C1=CC=CC=C1)F)(C(=O)O)F)(F)F